2-(((2S,3S)-2-(methoxycarbonyl)pyrrolidin-3-yl)oxy)acetic acid COC(=O)[C@H]1NCC[C@@H]1OCC(=O)O